N1-(((2S,5S)-5-(4-chlorobenzyl)-4-(1-(pyrimidin-2-yl)piperidin-4-yl)morpholin-2-yl)methyl)-N1,N2,N2-trimethylethane-1,2-diamine 2,2,2-trifluoroacetate FC(C(=O)O)(F)F.ClC1=CC=C(C[C@H]2CO[C@H](CN2C2CCN(CC2)C2=NC=CC=N2)CN(CCN(C)C)C)C=C1